(R)-3-((7-(difluoromethyl)-2,2,3,3-tetrafluoro-1-oxido-2,3-dihydrobenzo[b]thiophen-6-yl)oxy)-5-fluorobenzonitrile FC(C1=C(C=CC2=C1[S@](C(C2(F)F)(F)F)=O)OC=2C=C(C#N)C=C(C2)F)F